5-[5-[chloro(difluoro)methyl]-1,2,4-oxadiazol-3-yl]-N-[1-(6-fluoropyridin-2-yl)cyclobutyl]pyrimidin-2-amine ClC(C1=NC(=NO1)C=1C=NC(=NC1)NC1(CCC1)C1=NC(=CC=C1)F)(F)F